2-((1-((4-chloro-1-methyl-1H-pyrazol-5-yl)methyl)-1-methyl-3-oxoisoindolin-2-yl)methyl)-5-oxa-7-azaspiro[3.4]octan-6-one ClC=1C=NN(C1CC1(N(C(C2=CC=CC=C12)=O)CC1CC2(C1)OC(NC2)=O)C)C